CNC(=O)C1=CC2=C(C3=C(S(N2CCC)(=O)=O)C=NC(=N3)NC3=CC=C(C=C3)N3CCN(CC3)C)C=C1 N-methyl-2-{[4-(4-methylpiperazin-1-yl)phenyl]amino}-6-propyl-6H-pyrimido[5,4-c][2,1]benzothiazine-8-carboxamide 5,5-dioxide